NC1=NC=NN2C1=C(C=C2C=2C=C(C(=NC2)OC)C(=O)N[C@@H]2CN(C[C@@H]2F)C(C)C=2C(=NC(=NC2)C)C)C(F)(F)F 5-[4-amino-5-(trifluoromethyl)pyrrolo[2,1-f][1,2,4]triazin-7-yl]-N-[(3R,4S)-1-[1-(2,4-dimethylpyrimidin-5-yl)ethyl]-4-fluoropyrrolidin-3-yl]-2-methoxypyridine-3-carboxamide